Bis(benzhydryl-propanone) palladium (0) [Pd].C(C1=CC=CC=C1)(C1=CC=CC=C1)CC(C)=O.C(C1=CC=CC=C1)(C1=CC=CC=C1)CC(C)=O